ClC=1SC=C(C1NC(OC(C)(C)C)=O)C(F)F tert-butyl (2-chloro-4-(difluoromethyl) thiophen-3-yl)carbamate